C(#N)C(CNC=1C(=CC=C2C=CC(=CC12)C1=CC=CC(=N1)C(=O)NC1CCN(CC1)S(=O)(=O)C)OC)=C 6-{8-[(2-cyano-2-methylideneethyl)amino]-7-methoxynaphthalen-2-yl}-N-(1-methanesulfonylpiperidin-4-yl)pyridine-2-carboxamide